Ethyl (cis)-3-methyl-2-oxo-1-oxa-3-azaspiro[4.5]decane-8-carboxylate CN1C(OC2(C1)CCC(CC2)C(=O)OCC)=O